4-fluoro-3,4-dihydro-2H-benzo[b][1,4]oxathiepine-7-carboxamide FC1SC2=C(OCC1)C=CC(=C2)C(=O)N